BrC=1C=C2C=C(C(=CC2=CC1Br)O)O 6,7-dibromonaphthalene-2,3-diol